5-chloro-1-(4-(5-(difluoromethyl)-1,3,4-oxadiazol-2-yl)benzyl)-3-(1-(methylsulfonyl)piperidin-4-yl)-1,3-dihydro-2H-benzo[d]imidazol-2-one ClC1=CC2=C(N(C(N2C2CCN(CC2)S(=O)(=O)C)=O)CC2=CC=C(C=C2)C=2OC(=NN2)C(F)F)C=C1